(2R,3S,4R,5R)-3-methyl-5-(4-methylpyrrolo[2,3-d]pyrimidin-7-yl)-2-(7-quinolyloxymethyl)tetrahydrofuran-3,4-diol C[C@]1([C@H](O[C@H]([C@@H]1O)N1C=CC2=C1N=CN=C2C)COC2=CC=C1C=CC=NC1=C2)O